4-((R)-1-((R)-4-((4'-carbamoyl-5-hydroxy-2'-methyl-[1,1'-biphenyl]-3-yl)methyl)morpholine-3-amidyl)ethyl)benzoic acid C(N)(=O)C1=CC(=C(C=C1)C1=CC(=CC(=C1)O)CN1[C@H](COCC1)C(=O)N[C@H](C)C1=CC=C(C(=O)O)C=C1)C